C(C)C1=CC=CC2=NSN=C21 ethyl-2,1,3-benzothiadiazole